NC=1N=C(SC1CC1=CC=C(C=C1)OC(F)F)N(C1=CCCC=C1)[C@@H](C(=O)N)C (R)-2-(N-[4-amino-5-[4-(difluoromethoxy)benzyl]thiazol-2-yl]-3,4-dihydroanilino)propanamide